cyclohexylmethylsilyl-zirconium dichloride [Cl-].[Cl-].C1(CCCCC1)C[SiH2][Zr+2]